N-(3-(2-(1-cyano-7-azabicyclo[2.2.1]heptan-7-yl)-5-(2-((2,2-dioxido-2-thiaspiro[3.3]heptan-6-yl)amino)pyrimidin-4-yl)thiazol-4-yl)-2-fluorophenyl)-2,6-difluorobenzenesulfonamide C(#N)C12CCC(CC1)N2C=2SC(=C(N2)C=2C(=C(C=CC2)NS(=O)(=O)C2=C(C=CC=C2F)F)F)C2=NC(=NC=C2)NC2CC1(CS(C1)(=O)=O)C2